(rac)-trans-4-(7-methyl-[1,2,4]triazolo[1,5-a]pyridin-6-yl)-1-((4,5,6,7-tetrahydropyrazolo[1,5-a]pyridin-3-yl)sulfonyl)piperidin-3-ol CC1=CC=2N(C=C1[C@H]1[C@@H](CN(CC1)S(=O)(=O)C=1C=NN3C1CCCC3)O)N=CN2 |r|